C(\C=C\C(=O)O)(=O)O.C(C)N(CCC1=CNC2=NC=C(C=C21)C#N)C 3-(2-(ethyl(methyl)amino)ethyl)-1H-pyrrolo[2,3-b]pyridine-5-carbonitrile fumarate salt